COC(=O)C=1C(N(C2=CC(=CC=C2C1N)C(F)(F)F)C1=CC(=CC=C1)CC)=O 4-amino-1-(3-ethylphenyl)-2-oxo-7-(trifluoromethyl)-1,2-dihydroquinoline-3-carboxylic acid methyl ester